heneicosanoic acid amide C(CCCCCCCCCCCCCCCCCCCC)(=O)N